C(C(C)C)[C@@H]1C(N2[C@@H](N(O1)C(\C=C\C1=NC=CC=C1)=O)CN(C([C@@H]2CC(C)C)=O)C2CCN(CC2)C2CCOCC2)=O (3R,6S,9aS)-3,6-diisobutyl-1-((E)-3-(pyridin-2-yl)acryloyl)-8-(1-(tetrahydro-2H-pyran-4-yl)piperidin-4-yl)tetrahydropyrazino[2,1-c][1,2,4]oxadiazine-4,7(3H,6H)-dione